C[C@H](CCCC)CCC[C@@H](CCCCCCCC)C (5R,9R)-5,9-dimethylheptadecane